OCCN(C1=CC=C(C(=N1)N1N(C(=C(C1=O)NC(C1=CC=C(C=C1)OC(F)F)=O)C1=C(C=C(C=C1F)OC)F)C)C(F)(F)F)CCO N-(2-{6-[bis(2-hydroxyethyl)amino]-3-(trifluoromethyl)pyridin-2-yl}-5-(2,6-difluoro-4-methoxyphenyl)-1-methyl-3-oxo-2,3-dihydro-1H-pyrazol-4-yl)-4-(difluoromethoxy)benzamide